tert-butyl (4-(2-(2-(2-mercaptoethoxy)ethoxy)ethoxy)phenyl)carbamate SCCOCCOCCOC1=CC=C(C=C1)NC(OC(C)(C)C)=O